C(C)(C)(C)OC1=NC=C(C(=N1)OC(C)(C)C)C=1C=C(C=2N(N1)C=CN2)OCC(CO)(F)F 3-((6-(2,4-di-tert-butoxypyrimidin-5-yl)imidazo[1,2-b]pyridazin-8-yl)oxy)-2,2-difluoropropan-1-ol